CN1N=NC(=C1)C=1C=C2C=C(N=CC2=CC1)NC(CN1[C@H](COCC1)C)=O (S)-N-(6-(1-methyl-1H-1,2,3-triazol-4-yl)isoquinolin-3-yl)-2-(3-methylmorpholinyl)acetamide